2-((S)-1-(1-(5-chloropyrimidin-2-yl)piperidin-4-yl)ethoxy)-6-(4-(methylsulfonyl)phenyl)imidazo[2,1-b][1,3,4]thiadiazole ClC=1C=NC(=NC1)N1CCC(CC1)[C@H](C)OC1=NN2C(S1)=NC(=C2)C2=CC=C(C=C2)S(=O)(=O)C